F[B-](F)(F)F.C(C)(C)(C)CPC(C)(C)C (R)-(-)-tert-butyl-methyl-(tert-butyl-phosphine) tetrafluoroborate